Chlorofluoroethan ClC(C)F